ClC=1C=CC=C2C=CC(=NC12)NC1=NC(=C(C=C1)C1(CC1)C(F)(F)F)C 8-Chloro-N-(6-methyl-5-(1-(trifluoromethyl)cyclopropyl)pyridin-2-yl)quinolin-2-amine